(4-aminophenyl)(2-chlorothiazol-5-yl)methanol NC1=CC=C(C=C1)C(O)C1=CN=C(S1)Cl